C1(CC1)C1=C(C(=O)O)C=C(C=N1)C1=CC(=CC=C1)C(NC1=CC=C(C=C1)OCCC1=CC=CC=C1)=O 2-cyclopropyl-5-(3-((4-phenethoxyphenyl)carbamoyl)-phenyl)nicotinic acid